Tri(4-methyl-4-heptyl)citrat CC(CCC)(CCC)C(C(C(C(=O)[O-])(C(CCC)(CCC)C)C(CCC)(CCC)C)(O)C(=O)[O-])C(=O)[O-]